N1C=C(C2=CC=CC=C12)CC1=CNC2=CC(=CC=C12)C(=O)N(CC#C)CCO 3-((1H-indol-3-yl)methyl)-N-(2-hydroxyethyl)-N-(prop-2-yn-1-yl)-1H-indole-6-carboxamide